C1(CCCCC1)NC1=NC=C(C(=N1)OC1CNCC1)F 3-((2-(cyclohexylamino)-5-fluoropyrimidin-4-yl)oxy)pyrrolidine